CCCCCCCCCCCCCCCCCCCCCCCCCC(=O)N[C@@H](COP(=O)([O-])OCC[N+](C)(C)C)[C@@H]([C@@H](CCCCCCCCCCC(C)C)O)O The molecule is an N-acyl-4-hydroxy-15-methylhexadecasphinganine-1-phosphocholine in which the acyl group has 26 carbons and 0 double bonds. It derives from a 15-methylhexadecaphytosphingosine.